(±)-5-Benzyl-N-(6-methyl-7-oxo-6,7,8,9-tetrahydro-5,6,9a-triazabenzo[cd]azulene-8-yl)-4H-1,2,4-triazole-3-carboxamide C(C1=CC=CC=C1)C=1NC(=NN1)C(=O)N[C@H]1C(N(C=2C3=C(C=CN3C1)C=CN2)C)=O |r|